N-((5-fluoro-6-(thiazol-4-ylmethoxy)-1H-indol-2-yl)methyl)-2-methoxyacetamide FC=1C=C2C=C(NC2=CC1OCC=1N=CSC1)CNC(COC)=O